(S)-N-(4-benzyl-1-(5-(3-cyano-6-ethoxypyrazolo[1,5-a]pyridin-4-yl)pyridin-2-yl)piperidin-4-yl)-2-hydroxypropanamide C(C1=CC=CC=C1)C1(CCN(CC1)C1=NC=C(C=C1)C=1C=2N(C=C(C1)OCC)N=CC2C#N)NC([C@H](C)O)=O